1-(2,6-dichloropyridin-3-yl)-N-(4-methoxybenzyl)methylamine ClC1=NC(=CC=C1CNCC1=CC=C(C=C1)OC)Cl